2-(4-methyl-1,2,5-oxadiazol-3-yl)-1-(4-(3-(3-methyloxetan-3-yl)-1,2,4-oxadiazol-5-yl)piperidin-1-yl)ethan-1-one CC=1C(=NON1)CC(=O)N1CCC(CC1)C1=NC(=NO1)C1(COC1)C